[(phenyl)(dimethylfluorenyl)triazinyl]dibenzothiophene C1(=CC=CC=C1)C1=C(C(=NN=N1)C1=CC=CC=2SC3=C(C21)C=CC=C3)C3=C(C(=CC=2C1=CC=CC=C1CC32)C)C